ethyl-N-methyl-pyrrolidone C(C)C1C(N(CC1)C)=O